CN1CCC(CC1)COC1=CC=C(C=C1)C#CC1=CC=C(C=C1)C1=CC(=NO1)CN1C(=NC=C1)[C@H](C)O (S)-1-(1-((5-(4-((4-((1-methylpiperidin-4-yl)methoxy)phenyl)ethynyl)phenyl)isoxazol-3-yl)methyl)-1H-imidazol-2-yl)ethan-1-ol